chloro-1-fluorocyclohex-1-ene ClC1=C(CCCC1)F